1,4-dimethyl-5-(trifluoromethyl)pyridin-2(1H)-one CN1C(C=C(C(=C1)C(F)(F)F)C)=O